C1(CCCCC1)CC=1C=C(C=C(C1C=O)CC1CCCCC1)C(C(=O)[O-])C1=CC=C(C=C1)N1C(C2=CC(=C3C=4C2=C(C1=O)C=C(C4OC4=CC=CC=C43)C4=CC(=CC(=C4)C(F)(F)F)C(F)(F)F)C4=CC(=CC(=C4)C(F)(F)F)C(F)(F)F)=O 3,5-Bis(cyclohexylmethyl)-4-formylphenyl-2-(4-(5,11-bis(3,5-bis(trifluoromethyl)phenyl)-1,3-dioxo-1H-xantheno[2,1,9-def]isoquinolin-2(3H)-yl)phenyl)acetate